C1(CC1)N1C=NC(=C1)C=1C(=CC(=C(C1)NC(=O)C=1C=NN2C1C=CC=C2)C)F N-[5-(1-Cyclopropylimidazol-4-yl)-4-fluoro-2-methylphenyl]pyrazolo[1,5-a]pyridine-3-carboxamide